(4S,5R)-4-(hydroxymethyl)-5-[3-methoxy-5-(trifluoromethyl)phenyl]-2-oxo-N-(quinazolin-8-ylmethyl)-1,3-oxazolidine-3-carboxamide OC[C@@H]1N(C(O[C@@H]1C1=CC(=CC(=C1)C(F)(F)F)OC)=O)C(=O)NCC=1C=CC=C2C=NC=NC12